(2S,3R)-tert-butyl 2-(benzyloxycarbonylamino)-3-(piperidin-1-ylmethyl)-6-(4,4,5,5-tetramethyl-1,3,2-dioxaborolan-2-yl)hexanoate C(C1=CC=CC=C1)OC(=O)N[C@H](C(=O)OC(C)(C)C)[C@H](CCCB1OC(C(O1)(C)C)(C)C)CN1CCCCC1